IC=1C=NN(C1)C(C(=O)NC1=C(C=C(C=C1)C(F)(F)F)N1C(CCC1)=O)(C)C 2-(4-iodo-1H-pyrazol-1-yl)-2-methyl-N-(2-(2-oxopyrrolidin-1-yl)-4-(trifluoromethyl)phenyl)propanamide